N1CCC(CC1)CCCCOC1=CC=C(C=C1)CCC(=O)O 3-(4-[4-(piperidin-4-yl)-butoxy]phenyl)-propanoic acid